(6-(3-(2-(cyclopropanecarboxamido)imidazo[1,2-a]pyridin-5-yl)phenyl)-4-hydroxypyridin-2-yl)phosphonic acid C1(CC1)C(=O)NC=1N=C2N(C(=CC=C2)C=2C=C(C=CC2)C2=CC(=CC(=N2)P(O)(O)=O)O)C1